C(#C)C=1N=C(SC1)C(=O)C1=CNC2=CC=CC=C12 (4-ethynyl-thiazol-2-yl)(1H-indol-3-yl)methanone